C(=O)(O)C[N+](CCCCCCCCCCCC)(C)CCCCCCCCCCCC N-(carboxymethyl)-N-dodecyl-N-methyl-1-dodecanaminium